tris(3,5-dichloro-2,6-difluorophenyl)borane ClC=1C(=C(C(=C(C1)Cl)F)B(C1=C(C(=CC(=C1F)Cl)Cl)F)C1=C(C(=CC(=C1F)Cl)Cl)F)F